N-((1,2,3,5,6,7-hexahydro-s-indacen-4-yl)carbamoyl)-5-((3-hydroxyazetidin-1-yl)methyl)-1-isopropyl-1H-pyrazole-3-sulfonimidamide C1CCC2=C(C=3CCCC3C=C12)NC(=O)NS(=O)(=N)C1=NN(C(=C1)CN1CC(C1)O)C(C)C